I.C1(=CC=CC=C1)CCN 2-phenylethylamine hydriodide